C(=O)[C@H]1C([C@@H]1C(=O)OCC1=C(C(=CC(=C1F)F)F)F)(C)C 2,3,5,6-tetrafluorobenzyl (1R,3R)-3-formyl-2,2-dimethylcyclopropanecarboxylate